ClC=1C=CC=2C(=C3N(C2C1C=1C(=NN(C1C)C)C)CCCN(C3=O)C=3N(C=1C=CC=C(C1C3)C(=O)O)C)CCCOC3=CC(=C(C(=C3)C)Cl)C 8-chloro-11-(3-(4-chloro-3,5-dimethylphenoxy)propyl)-1-oxo-7-(1,3,5-trimethyl-1H-pyrazol-4-yl)-4,5-dihydro-1H-[1,4]diazepino[1,2-a]indol-2(3H)-yl-1-methyl-1H-indole-4-carboxylic acid